4-(7-(2-cyano-3-methylbut-2-enamido)-5-methyl-1H-indol-3-yl)pyridin C(#N)C(C(=O)NC=1C=C(C=C2C(=CNC12)C1=CC=NC=C1)C)=C(C)C